4-(4-bromo-2,5-difluorophenyl)piperazine-1-carboxylic acid tert-butyl ester C(C)(C)(C)OC(=O)N1CCN(CC1)C1=C(C=C(C(=C1)F)Br)F